di(n-hexyl)amine C(CCCCC)NCCCCCC